3-(methoxymethoxy)-8-[2-(triisopropylsilyl)ethynyl]naphthalen-1-yl trifluoromethanesulfonate FC(S(=O)(=O)OC1=CC(=CC2=CC=CC(=C12)C#C[Si](C(C)C)(C(C)C)C(C)C)OCOC)(F)F